OC1=CC=C(C=C1)CCC(=O)NC1=C(C(=O)O)C=CC=C1 2-(3-(4-hydroxy-phenyl)-propionylamino)-benzoic acid